Cl.NC1(CCOC2=C(C(=CC=C12)Br)F)C(=O)O 4-amino-7-bromo-8-fluorochroman-4-carboxylic Acid Hydrochloride Salt